CC=1C(=C(C=CC1)C=1C(=NC2=CC=CC=C2C1)C1CCCC1)C.CC=1C(=C(C=CC1)C=1C(=NC2=CC=CC=C2C1)C1CCCC1)C.[Ir+3] iridium(III) bis[(dimethylphenyl)cyclopentylquinoline]